C(C)(=O)OC1=C2C(=CNC2=CC=C1)C(C(=O)N(C)CC)=O 3-(2-(Ethyl(methyl)amino)-2-oxoacetyl)-1H-indol-4-yl acetate